2-fluoro-1-(3-(5-(trifluorometh-yl)-3-(4-(trifluoromethyl)phenyl)-1H-pyrazolo[3,4-b]pyridin-1-yl)-azetidin-1-yl)prop-2-en-1-one FC(C(=O)N1CC(C1)N1N=C(C=2C1=NC=C(C2)C(F)(F)F)C2=CC=C(C=C2)C(F)(F)F)=C